FC1=C(OC2=C(C=C(C=C2)S(=O)(=O)CCCCOC2CCNCC2)C=2C3=C(C(N(C2)C)=O)NC=C3)C=CC(=C1)F 4-[2-(2,4-difluorophenoxy)-5-[4-(4-piperidyloxy)butylsulfonyl]phenyl]-6-methyl-1H-pyrrolo[2,3-c]pyridin-7-one